C(C)C1=C(CN2CC(C2)C(=O)O)C=CC(=C1)/C(/C)=N/OCC1=CC(=C(C=C1)C=1C=NC=NC1)C (E)-1-(2-ethyl-4-(1-(((3-methyl-4-(pyrimidin-5-yl)benzyl)oxy)imino)ethyl)benzyl)azetidine-3-carboxylic acid